CC1(CCOCC1)NC1=NC=C2N=C(N(C2=N1)C1CCC(CC1)C#N)NC1=CC(=CC=C1)C(F)(F)F 4-(2-((4-methyltetrahydro-2H-pyran-4-yl)amino)-8-((3-(trifluoromethyl)phenyl)amino)-9H-purin-9-yl)cyclohexane-1-carbonitrile